2-methyl-5-(((4-methylpiperazin-2-yl)methyl)amino)-N-((R)-1-(naphthalen-1-yl)ethyl)benzamide 2,2,2-trifluoroacetate FC(C(=O)O)(F)F.CC1=C(C(=O)N[C@H](C)C2=CC=CC3=CC=CC=C23)C=C(C=C1)NCC1NCCN(C1)C